BrCCOC=1C=CC(=C(C(=O)OC)C1)C methyl 5-(2-bromoethoxy)-2-methyl-benzoate